4-nitrophenyldiazen [N+](=O)([O-])C1=CC=C(C=C1)N=N